FC=1C(=C(C(=O)N)C=CN1)F 2,3-difluoroisonicotinamide